NCCS(=O)(=O)CCN Aminoethyl sulfone